FC1=C(CN2N=C(N=C2)C(=O)N[C@@H]2C(N(C=3N(CC2)N=C(C3)[C@@H]3C(C3)(F)F)C)=O)C=CC(=C1)F 1-(2,4-difluorobenzyl)-N-((S)-2-((R)-2,2-difluorocyclopropyl)-4-methyl-5-oxo-5,6,7,8-tetrahydro-4H-pyrazolo[1,5-a][1,3]diazepin-6-yl)-1H-1,2,4-triazole-3-carboxamide